(S)-(5-(1-(cyclopropylsulfonyl)-1H-pyrazol-4-yl)-1,3,4-oxadiazol-2-yl)(4-(4-methylpyrazolo[1,5-a]pyridin-2-yl)-6,7-dihydro-1H-imidazo[4,5-c]pyridin-5(4H)-yl)methanone C1(CC1)S(=O)(=O)N1N=CC(=C1)C1=NN=C(O1)C(=O)N1[C@@H](C2=C(CC1)NC=N2)C2=NN1C(C(=CC=C1)C)=C2